FC=1C=C(C=CC1C1=NC=2C=CNC(C2C(=C1)NC1=NC=C(C=C1)C1(OCCCC1)C)=O)NC(=O)C1CCCCC1 N-(3-fluoro-4-(4-((5-(2-methyl-tetrahydro-2H-pyran-2-yl)pyridin-2-yl)amino)-5-oxo-5,6-dihydro-1,6-naphthyridin-2-yl)phenyl)cyclohexanecarboxamide